C(CCCCC)C(C(=O)OCCOCCOCCO)CCCC triethylene glycol mono(2-hexylhexanoate)